6-bromo-3-(6-chloro-3-methoxy-2-methylphenyl)-7-tosyl-3,7-dihydro-4H-pyrrolo[2,3-d]pyrimidin-4-one BrC1=CC2=C(N=CN(C2=O)C2=C(C(=CC=C2Cl)OC)C)N1S(=O)(=O)C1=CC=C(C)C=C1